cyclopropyl 1-(2,4-dimethylbenzyl)hydrazine-1-carboxylate CC1=C(CN(N)C(=O)OC2CC2)C=CC(=C1)C